C1(=CC=CC2=CC=CC=C12)C=1C2=CC=CC=C2C(=C2C=CC=CC12)C1=CC=CC2=CC=CC=C12 bis(1-naphthyl)anthracene